9H-Fluoren-9-yl (S)-N-benzyl-P-(4-methoxyphenyl)phosphonamidate C(C1=CC=CC=C1)N[P@](OC1C2=CC=CC=C2C=2C=CC=CC12)(=O)C1=CC=C(C=C1)OC